O1N=C(C2=C1C=CC=C2)COC=2C=CC(=C1CCN([C@@H](C21)CN2C(CCC2)=O)C(=O)OC(C)(C)C)Cl Tert-butyl (S)-8-(benzo[d]isoxazol-3-ylmethoxy)-5-chloro-1-((2-oxopyrrolidin-1-yl) methyl)-3,4-dihydroisoquinoline-2(1H)-carboxylate